NC1=C(C=C(C=C1)Br)CC(=O)O 2-(2-amino-5-bromophenyl)acetic acid